C(C1=CC=CC=C1)OCCCC=O 4-(benzyloxy)butanal